2-(1-(5-Acetylisoindolin-2-yl)ethyl)-5-hydroxy-4H-pyran-4-one C(C)(=O)C=1C=C2CN(CC2=CC1)C(C)C=1OC=C(C(C1)=O)O